cis-epoxybutane C1C(CC)O1